N,N'-bis-[4-(p-toluenesulfonyloxy)phenyl]urea CC1=CC=C(C=C1)S(=O)(=O)OC1=CC=C(C=C1)NC(=O)NC1=CC=C(C=C1)OS(=O)(=O)C1=CC=C(C)C=C1